1-(3-((4,4-bis(octyloxy) butanoyl) oxy)-2-(((1-methylpyrrolidin-3-carbonyl) oxy) methyl) propyl) 8-methyl octanedioate C(CCCCCCC(=O)OC)(=O)OCC(COC(CCC(OCCCCCCCC)OCCCCCCCC)=O)COC(=O)C1CN(CC1)C